2-(4-Chloro-3-fluoro-phenoxy)-N-[1-[2-[cis-3-(trifluoromethoxy)cyclobutoxy]ethylamino]-3-bicyclo[1.1.1]pentanyl]acetamide ClC1=C(C=C(OCC(=O)NC23CC(C2)(C3)NCCO[C@@H]3C[C@@H](C3)OC(F)(F)F)C=C1)F